4-amino-8-[5-[(5-chloro-2-pyridinyl)methoxy]-2-fluoro-phenyl]-2-oxo-N-propyl-1H-quinoline-3-carboxamide NC1=C(C(NC2=C(C=CC=C12)C1=C(C=CC(=C1)OCC1=NC=C(C=C1)Cl)F)=O)C(=O)NCCC